(3R,5R,7R)-1-([1,1'-biphenyl]-4-yl)adamantane tertbutyl-N-(1-methylcyclopropyl)-N-(pyrrolidin-3-yl)carbamate C(C)(C)(C)OC(N(C1CNCC1)C1(CC1)C)=O.C1(=CC=C(C=C1)C12CC3CC(CC(C1)C3)C2)C2=CC=CC=C2